methyl 5-(2-chloro-8,8-dimethyl-7,8-dihydro-6H-cyclopenta[e]pyrazolo[1,5-a]pyrimidine-6-carboxamido)-3-(trifluoromethyl)picolinate ClC1=NN2C(N=CC3=C2C(CC3C(=O)NC=3C=C(C(=NC3)C(=O)OC)C(F)(F)F)(C)C)=C1